NC(C)C=1C=C(C=C2C(N(C(=NC12)N1CCOCC1)C)=O)C(F)F 8-(1-aminoethyl)-6-(difluoromethyl)-3-methyl-2-morpholinoquinazolin-4(3H)-one